tri-octyl phosphate P(=O)(OCCCCCCCC)(OCCCCCCCC)OCCCCCCCC